(S)-Methyl-pyrrolidine CN1CCCC1